2-chloro-6-(chloromethyl)pyridine ClC1=NC(=CC=C1)CCl